(S)-7-bromo-N-(2-(2-cyano-4,4-difluoropyrrolidin-1-yl)-2-oxoethyl)quinoline-4-carboxamide BrC1=CC=C2C(=CC=NC2=C1)C(=O)NCC(=O)N1[C@@H](CC(C1)(F)F)C#N